2-fluoro-4-(trans-4-pentylcyclohexyl)phenylboronic acid FC1=C(C=CC(=C1)[C@@H]1CC[C@H](CC1)CCCCC)B(O)O